(E)-3-((3,5-bis(trifluoromethyl)benzylidene)amino)-2-(tert-butoxymethyl)-2-(2-fluoro-5-(9-isopropyl-9H-purin-6-yl)phenyl)propanoic acid methyl ester COC(C(C/N=C/C1=CC(=CC(=C1)C(F)(F)F)C(F)(F)F)(C1=C(C=CC(=C1)C1=C2N=CN(C2=NC=N1)C(C)C)F)COC(C)(C)C)=O